N-(1-Cyanocyclopropyl)-9-(5-(difluoromethyl)-1,3,4-thiadiazol-2-yl)-4-(4-(pyridazin-3-yl)piperazin-1-yl)-9H-pyrimido[4,5-b]indole-7-sulfonamide C(#N)C1(CC1)NS(=O)(=O)C1=CC=C2C3=C(N(C2=C1)C=1SC(=NN1)C(F)F)N=CN=C3N3CCN(CC3)C=3N=NC=CC3